C1=CC=CC=2C3=CC=CC=C3C(C12)COC(=O)N([C@H](C(=O)O)[C@H](CC)C)C (2S,3S)-2-[9H-fluoren-9-ylmethoxycarbonyl-(methyl)amino]-3-methyl-pentanoic acid